FC1=C(C(=C(C=C1C1=NC2=C(N1C1(COC1)C)C=C(C=C2)C2=NC=CC=C2)OC)O)O 3-fluoro-6-methoxy-4-(1-(3-methyloxetan-3-yl)-6-(pyridin-2-yl)-1H-benzo[d]imidazol-2-yl)benzene-1,2-diol